N-(6-chloro-5-(cyclopropylethynyl)-3-(methylsulfonyl)pyridine-2-yl)pivalamide ethyl-1-({3,5-dibromo-4-[(2-chloro-5-fluorophenyl)carbonyl]-2-nitrophenyl}oxy)cyclopropane-1-carboxylate C(C)OC(=O)C1(CC1)OC1=C(C(=C(C(=C1)Br)C(=O)C1=C(C=CC(=C1)F)Cl)Br)[N+](=O)[O-].ClC1=C(C=C(C(=N1)NC(C(C)(C)C)=O)S(=O)(=O)C)C#CC1CC1